6-allyl-4-bromo-1-tosyl-1H-pyrrolo[2,3-c]pyridin-7(6H)-one C(C=C)N1C(C2=C(C(=C1)Br)C=CN2S(=O)(=O)C2=CC=C(C)C=C2)=O